(R)-N-(5-((4-(1,7-dimethyl-1H-indol-3-yl)-5-(trifluoromethyl)pyrimidin-2-yl)amino)-2-(3-(dimethylamino)pyrrolidin-1-yl)phenyl)acetamide CN1C=C(C2=CC=CC(=C12)C)C1=NC(=NC=C1C(F)(F)F)NC=1C=CC(=C(C1)NC(C)=O)N1C[C@@H](CC1)N(C)C